7-ethyl-4-(methylamino)-1-(o-tolyl)-pyrido[2,3-d]pyrimidin-2(1H)-one C(C)C=1C=CC2=C(N(C(N=C2NC)=O)C2=C(C=CC=C2)C)N1